C1(=CC=CC=C1)C1=NC(=NC(=N1)C1=CC=CC=C1)C=1C=C(C=C(C1)N1C2=CC=C(C=C2C=2C=C(C=CC12)C1=C(C=C(C=C1C)C)C)C1=C(C=C(C=C1C)C)C)N1C2=CC=C(C=C2C=2C=C(C=CC12)C1=C(C=C(C=C1C)C)C)C1=C(C=C(C=C1C)C)C 9,9'-(5-(4,6-diphenyl-1,3,5-triazin-2-yl)-1,3-phenylene)bis(3,6-dimesityl-9H-carbazole)